2-methoxy-N-(4-(2-methoxyethoxy)-2-(thiazol-5-yl)quinolin-6-yl)propanamide COC(C(=O)NC=1C=C2C(=CC(=NC2=CC1)C1=CN=CS1)OCCOC)C